(6S)-6-[2-Chloro-3-(2-chloro-pyridin-3-yl)phenyl]-2-imino-6-methyl-3-[(2S,4S)-2-methyl-tetrahydropyran-4-yl]hexahydro-pyrimidin-4-one trifluoroacetic acid salt FC(C(=O)O)(F)F.ClC1=C(C=CC=C1C=1C(=NC=CC1)Cl)[C@@]1(CC(N(C(N1)=N)[C@@H]1C[C@@H](OCC1)C)=O)C